FC1=C(CNC(=O)C=2SC(=NN2)CCCCC=2SC(=NN2)C(NC)=O)C=C(C=C1)OC(F)(F)F N-(2-Fluoro-5-(trifluoromethoxy)benzyl)-5-(4-(5-(methylcarbamoyl)-1,3,4-thiadiazol-2-yl)butyl)-1,3,4-thiadiazole-2-carboxamide